(R)-4-oxo-6-(4-(pyrrolidin-1-yl)phenyl)-1-(2-((tetrahydrofuran-3-yl)amino)benzo[d]oxazol-6-yl)-1,4-dihydropyridine-3-carboxylic acid O=C1C(=CN(C(=C1)C1=CC=C(C=C1)N1CCCC1)C1=CC2=C(N=C(O2)N[C@H]2COCC2)C=C1)C(=O)O